ClC1=C(C=CC=C1)CN(C1=C(C(=NC=N1)NCC1=CC=C(C=C1)CC(=O)N)F)C1CC1 2-[4-[[[6-[(2-chlorophenyl)methylcyclopropyl-amino]-5-fluoro-pyrimidin-4-yl]amino]methyl]phenyl]acetamide